F[P-](F)(F)(F)(F)F.CN(C)C(=[N+]1N=NC2=C1C=CC=C2)N(C)C 1-[bis(dimethylamino)-methylene]-1H-benzotriazolium hexafluorophosphate